3-(6-((2R,6R)-2,6-dimethylpiperazin-1-yl)-1-methyl-1H-indazol-3-yl)piperidine-2,6-dione trifluoroacetate FC(C(=O)O)(F)F.C[C@H]1N([C@@H](CNC1)C)C1=CC=C2C(=NN(C2=C1)C)C1C(NC(CC1)=O)=O